(5R,6S)-5-(4-(4-(dimethoxymethyl)piperidin-1-yl)phenyl)-6-(pyridin-3-yl)-5,6,7,8-tetrahydronaphthalen-2-ol COC(C1CCN(CC1)C1=CC=C(C=C1)[C@@H]1C=2C=CC(=CC2CC[C@@H]1C=1C=NC=CC1)O)OC